1-[2-(difluoromethoxy)-4-(trifluoromethyl)phenyl]-N-[(3R,5R)-1-ethyl-5-fluoropiperidin-3-yl]pyrrolo[1,2-d][1,2,4]triazin-4-amine FC(OC1=C(C=CC(=C1)C(F)(F)F)C=1C=2N(C(=NN1)N[C@H]1CN(C[C@@H](C1)F)CC)C=CC2)F